O(C1=CC=CC=C1)C1=C(C=CC=C1)SC1=CC=C(C=C1)Cl (4-chlorophenyl) (2-phenoxyphenyl) sulfide